COC=1C=C2CCN(CC2=CC1NC1=NC=C(C(=N1)NC1=CC=CC=C1)C(=O)N)C 2-[(6-methoxy-2-methyl-1,2,3,4-tetrahydroisoquinolin-7-yl)amino]-4-(phenylamino)pyrimidine-5-carboxamide